C(C)(=O)N1CCN(CC1)C(CC[C@@H](C)[C@H]1CC[C@H]2[C@@H]3CC=C4C[C@H](CC[C@@]4([C@H]3CC[C@]12C)C)O)=O (R)-1-(4-acetylpiperazin-1-yl)-4-((3S,8S,9S,10R,13R,14S,17R)-3-hydroxy-10,13-dimethyl-2,3,4,7,8,9,10,11,12,13,14,15,16,17-tetradecahydro-1H-cyclopenta[a]phenanthren-17-yl)pentan-1-one